C(C1=CC=CC=C1)N1N=C2C(N(CCC2=C1Cl)[C@@H]1C(N(C2=C(OC1)C=CC(=C2)C#CC2=NC=CC=C2)C)=O)=O (S)-3-(2-benzyl-3-chloro-7-oxo-2,4,5,7-tetrahydro-6H-pyrazolo[3,4-c]pyridin-6-yl)-5-methyl-7-(pyridin-2-ylethynyl)-2,3-dihydrobenzo[b][1,4]oxazepin-4(5H)-one